N1(CCOCC1)C[C@@H]1N(CCCC1)S(=O)(=O)C1=CC=C(C=C1)NC(=O)NCC=1C=NC=CC1 1-{4-[(2R)-2-(morpholin-4-ylmethyl)piperidine-1-sulfonyl]phenyl}-3-(pyridin-3-ylmethyl)urea